6-[3-(5-chloro-2-methoxypyridine-3-sulfonamido)-2,6-difluorophenyl]-N-isopropylimidazo[1,5-a]pyrazine-1-carboxamide ClC=1C=C(C(=NC1)OC)S(=O)(=O)NC=1C(=C(C(=CC1)F)C=1N=CC=2N(C1)C=NC2C(=O)NC(C)C)F